S1C=CC2=C1NC(=C2)C(=O)OC methyl 6H-thieno[2,3-b]pyrrole-5-carboxylate